(E)-3-(4-(4,6-bis(4-hydroxyphenyl)-1,3,5-triazin-2-yl)phenyl)acrylic acid OC1=CC=C(C=C1)C1=NC(=NC(=N1)C1=CC=C(C=C1)O)C1=CC=C(C=C1)/C=C/C(=O)O